C(C1=CC=CC=C1)OC1=C2C(C(=C(OC2=CC(=C1)OCC1=CC=CC=C1)C1=CC(=C(C=C1)OCC1=CC=CC=C1)OCC1=CC=CC=C1)O)=O 5,7-bis(benzyloxy)-2-(3,4-bis(benzyloxy)phenyl)-3-hydroxy-4H-chromen-4-one